N-((1R,4s)-4-(2-(((S)-2-Hydroxy-2-(6-(trifluoromethyl)pyridin-2-yl)ethyl)amino)-2-methylpropyl)cyclohexyl)acetamide dihydrochloride Cl.Cl.O[C@@H](CNC(CC1CCC(CC1)NC(C)=O)(C)C)C1=NC(=CC=C1)C(F)(F)F